1-((2S,3S,4S,5R)-3,4,5-tris((t-butyldimethylsilyl)oxy)tetrahydro-2H-pyran-2-yl)propan-2-one [Si](C)(C)(C(C)(C)C)O[C@H]1[C@@H](OC[C@H]([C@@H]1O[Si](C)(C)C(C)(C)C)O[Si](C)(C)C(C)(C)C)CC(C)=O